C(C1=CC=CC=C1)(=O)NN=C(C1=C(C=CC=C1)C(=O)O)CC1=CC(=C(C=C1)F)C#N (3-cyano-4-fluorobenzyl)-(2-carboxyphenyl)-methanone benzoylhydrazone